4-(4-propenoyl-3,4-dihydro-2H-pyrido[4,3-b][1,4]oxazin-7-yl)-6-(1-methyl-1H-pyrazol-4-yl)pyrazolo[1,5-a]pyridine-3-carbonitrile C(C=C)(=O)N1C2=C(OCC1)C=C(N=C2)C=2C=1N(C=C(C2)C=2C=NN(C2)C)N=CC1C#N